N-(4-hydroxy-3-(trifluoromethyl)phenyl)-5-(trifluoromethyl)piperidine-3-carboxamide OC1=C(C=C(C=C1)NC(=O)C1CNCC(C1)C(F)(F)F)C(F)(F)F